C(\C=C/C)NC1=C(C=O)C=CC(=C1)C=CC(=O)C1=C(C=C(C=C1)OCC1OC(OC1)(C)C)O 2-[[(Z)-But-2-enyl]amino]-4-[3-[4-[(2,2-dimethyl-1,3-dioxolan-4-yl)methoxy]-2-hydroxyphenyl]-3-oxoprop-1-enyl]benzaldehyde